1-(imidazo[1,2-a]pyrazin-3-ylmethyl)-3-methyl-N-(3-(trifluoromethyl)phenyl)indoline-6-carboxamide benzyl-butanoate (BENZYL-BUTYRATE) C(C1=CC=CC=C1)C(C(=O)O)CC.C(C1=CC=CC=C1)OC(CCC)=O.N=1C=C(N2C1C=NC=C2)CN2CC(C1=CC=C(C=C21)C(=O)NC2=CC(=CC=C2)C(F)(F)F)C